2-(4-chlorobenzyl)-N-(2,5-dimethoxyphenyl)-8-methyl-4,5-dihydro-2H-furo[2,3-g]indazole-7-carboxamide ClC1=CC=C(CN2N=C3C4=C(CCC3=C2)OC(=C4C)C(=O)NC4=C(C=CC(=C4)OC)OC)C=C1